C[Si](C)(C)C#CC=1C=C(C=CC1)S(=O)(=O)N 3-((trimethylsilyl)ethynyl)benzenesulfonamide